N-(4-(((5-hydroxy-2,2-dimethyl-2H-chromen-6-yl)methylene)amino)phenyl)thiophene-2-sulfonamide OC1=C2C=CC(OC2=CC=C1C=NC1=CC=C(C=C1)NS(=O)(=O)C=1SC=CC1)(C)C